(5-chloro-2-fluoro-4-methoxyphenyl)boronic acid ClC=1C(=CC(=C(C1)B(O)O)F)OC